tert-butyl N-((S)-1-(4-(dimethylamino) but-2-ynoyl) pyrrolidine-3-carbonyl)-N-methyl-L-valinate CN(CC#CC(=O)N1C[C@H](CC1)C(=O)N([C@@H](C(C)C)C(=O)OC(C)(C)C)C)C